ClC=1C=C(CC=2NC3=C(N2)C=CC=C3)C=CC1Cl (3,4-dichlorobenzyl)benzimidazole